C(C)(C)(C)OC(=O)N1CC(CCC1)C1CCNCC1.BrC1=C(C(=C(C=C1)S(=O)(=O)NC(C)(C)CC)C)Cl 4-bromo-3-chloro-2-methyl-N-(tert-amyl)benzenesulfonamide Tert-butyl-[3,4'-bipiperidine]-1-carboxylate